methyl 6-(5-chloro-2-fluorophenyl)-4-{[(2,4-dimethoxyphenyl)methyl]amino}pyridazine-3-carboxylate ClC=1C=CC(=C(C1)C1=CC(=C(N=N1)C(=O)OC)NCC1=C(C=C(C=C1)OC)OC)F